O-(benzoylphenyl) carbonate C(OC1=C(C=CC=C1)C(C1=CC=CC=C1)=O)([O-])=O